FC1=CC=C(C=C1)C=1N=C(NC1)C(C)C 4-(4-fluorophenyl)-2-(propan-2-yl)-1H-imidazole